CS(=O)(=O)[O-].C(CCCC)[N+]1=CC(=CC=C1)CC 1-Pentyl-3-ethylpyridinium methanesulfonate